O1C(=CC=C1)C=1C=C(C=CC1)NC(=O)C1C(=NN(C1=O)C1=CC(=CC=C1)C=1OC=CN1)C N-(3-(furan-2-yl)phenyl)-3-methyl-1-(3-(oxazol-2-yl)phenyl)-5-oxo-4,5-dihydro-1H-pyrazole-4-carboxamide